N-((1r,3r)-3-Methoxycyclobutyl)-2-(1-methyl-1H-imidazol-2-yl)-5-phenyl-6-(pyridin-4-yl)pyrrolo[2,1-f][1,2,4]triazin-4-amine COC1CC(C1)NC1=NC(=NN2C1=C(C(=C2)C2=CC=NC=C2)C2=CC=CC=C2)C=2N(C=CN2)C